NC1=NC(N(C=C1)[C@H]1[C@]([C@@H]([C@@](O1)(F)CO[P@](=O)(OC1=CC=CC2=CC=CC=C12)N[C@@H](C)C(=O)OC(C)C)O)(C)F)=O isopropyl ((S)-(((2S,3S,4R,5R)-5-(4-amino-2-oxopyrimidin-1(2H)-yl)-2,4-difluoro-3-hydroxy-4-methyltetrahydrofuran-2-yl)methoxy)(naphthalen-1-yloxy)phosphoryl)-L-alaninate